tert-Butyl (2R,5S)-5-methyl-2-[3-[[(3R)-1-methylpyrrolidin-3-yl]methoxy]phenyl]piperidine-1-carboxylate C[C@H]1CC[C@@H](N(C1)C(=O)OC(C)(C)C)C1=CC(=CC=C1)OC[C@H]1CN(CC1)C